C(C)(C)(C)OC(=O)N1CC(CCC1)(C(C(F)F)F)[N+](=O)[O-] 3-nitro-3-(1,2,2-trifluoroethyl)piperidine-1-carboxylic acid tert-butyl ester